NC(C(=O)O)(CCCCB(O)O)CCN1CCC(CC1)CCC 2-amino-6-borono-2-(2-(4-propylpiperidin-1-yl)ethyl)hexanoic acid